tert-Butyl 3-(1-(2-((1-methylethyl)sulfonamido)ethyl)piperidin-3-yl)azetidine-1-carboxylate CC(C)S(=O)(=O)NCCN1CC(CCC1)C1CN(C1)C(=O)OC(C)(C)C